FC=1C=C(C=CC1F)C1(CC1)C(=O)NC=1C=CC(=C(C(=O)OC)C1)C=1C=NC(=CC1)C(CC)(F)F Methyl 5-({[1-(3,4-difluorophenyl) cyclopropyl] carbonyl} amino)-2-[6-(1,1-difluoropropyl) pyridin-3-yl]benzoate